C[C@H](C(=O)OC[C@H](CC=C(C)C)C(=C)C)CC (R)-2-Isopropenyl-5-methyl-4-hexenyl (S)-2-methylbutanoate